Tert-butyl 10,11-dichloro-13-(1-methylpyrazol-4-yl)-1,4,8-triazatricyclo[7.4.0.02,7]trideca-2(7),8,10,12-tetraene-4-carboxylate ClC=1C2=NC=3CCN(CC3N2C(=CC1Cl)C=1C=NN(C1)C)C(=O)OC(C)(C)C